tert-Butyl 4-(3-fluoro-4-methoxyphenyl)-3,6-dihydropyridine-1(2H)-carboxylate FC=1C=C(C=CC1OC)C=1CCN(CC1)C(=O)OC(C)(C)C